2,2'-azino-bis[3-ethylbenzthiazoline-6-sulfonic acid] N(N=C1SC2=C(N1CC)C=CC(=C2)S(=O)(=O)O)=C2SC1=C(N2CC)C=CC(=C1)S(=O)(=O)O